N-(5-chloro-6-(2H-1,2,3-triazol-2-yl)pyridin-3-yl)-5-methyl-6-(1-oxo-1,2-dihydroisoquinolin-5-yl)nicotinamide ClC=1C=C(C=NC1N1N=CC=N1)NC(C1=CN=C(C(=C1)C)C1=C2C=CNC(C2=CC=C1)=O)=O